S1C=NC2=C1C=C(C=C2)C2=CC=NC(N2C2CCCC1=CC(=CC=C21)OC)C 6-(1,3-benzothiazol-6-yl)-N-(6-methoxy-1,2,3,4-tetrahydronaphthalen-1-yl)-2-methylpyrimidin